tert-butyl 3-(2-acetamidoethyl)-5-(ethylsulfonyl)-1H-indole-1-carboxylate C(C)(=O)NCCC1=CN(C2=CC=C(C=C12)S(=O)(=O)CC)C(=O)OC(C)(C)C